C(C=C)(=O)N1[C@H](CN(CC1)C1=NC(=NC=2CC(CCC12)N1CCC2=CC=CC=C12)NC1CCN(CC1)CCF)CC#N 2-((2S)-1-Acryloyl-4-(2-((1-(2-fluoroethyl)piperidin-4-yl)amino)-7-(indolin-1-yl)-5,6,7,8-tetrahydroquinazolin-4-yl)piperazin-2-yl)acetonitrile